tert-butyl ((S)-2-((2S,4R)-4-hydroxy-2-(((R)-2-hydroxy-2-methyl-1-(4-(prop-1-yn-1-yl)phenyl)propyl)carbamoyl)pyrrolidin-1-yl)-1-(4-methyltetrahydro-2H-pyran-4-yl)-2-oxoethyl)carbamate O[C@@H]1C[C@H](N(C1)C([C@H](C1(CCOCC1)C)NC(OC(C)(C)C)=O)=O)C(N[C@@H](C(C)(C)O)C1=CC=C(C=C1)C#CC)=O